C(CCCCCCC)C(CCCCCCCC)OC(CCCCCCCN(CCNC(=O)NCCN(CCCCCCCC(=O)OC(CCCCCCCC)CCCCCCCC)CCCCCCCC(=O)OC(CCCCCCCC)CCCCCCCC)CCCCCCCC(OC(CCCCCCCC)CCCCCCCC)=O)=O 1-octylnonyl 8-[2-[2-[bis[8-(1-octylnonoxy)-8-oxo-octyl] amino]ethylcarbamoylamino]ethyl-[8-(1-octylnonoxy)-8-oxo-octyl]amino]octanoate